N-[6-[(8-chloro-3-cyclopentyl-3-methyl-1,5-dioxo-2H-imidazo[1,5-a]pyridin-6-yl)amino]pyrimidin-4-yl]cyclopropanecarboxamide carbon [C].ClC1=C2N(C(C(=C1)NC1=CC(=NC=N1)NC(=O)C1CC1)=O)C(NC2=O)(C)C2CCCC2